[(2R,3S,5R)-5-(6-chloropurin-9-yl)-2-ethynyl-3-(4-methylbenzoyl)oxy-tetrahydrofuran-2-yl]methyl 4-methylbenzoate CC1=CC=C(C(=O)OC[C@]2(O[C@H](C[C@@H]2OC(C2=CC=C(C=C2)C)=O)N2C3=NC=NC(=C3N=C2)Cl)C#C)C=C1